C1(CC1)C(=O)C1=CC(=C(COC2=CC=CC(=N2)C2=CC(=C(CN3N(C4=CC(=CC=C4C3=O)C(=O)O)CC3OCC3)C=C2F)F)C=C1)F 2-(4-(6-((4-(cyclopropylcarbonyl)-2-fluorobenzyl)oxy)pyridin-2-yl)-2,5-difluorobenzyl)-1-((oxetan-2-yl)methyl)-3-oxo-2,3-dihydro-1H-indazole-6-carboxylic acid